(2-Chloro-2-oxoethyl)-L-phenylalanine tert-butyl ester C(C)(C)(C)OC([C@@H](NCC(=O)Cl)CC1=CC=CC=C1)=O